The molecule is a monocarboxylic acid anion that is the conjugate base of 3-(trimethylsilyl)propionic acid, obtained by deprotonation of the carboxy group. It is a conjugate base of a 3-(trimethylsilyl)propionic acid. C[Si](C)(C)CCC(=O)[O-]